BrC(C(=O)OCC)C1=C(C(=CC(=C1)CCC(C)C)F)OC ethyl 2-bromo-2-(3-fluoro-5-isopentyl-2-methoxyphenyl)acetate